FC(CN1N=NC(=C1)C(=O)NCC=1C=NC(=CC1)C)CCN1N=NC(=C1)C(NCC1=C(C=CC(=C1)OC(F)(F)F)F)=O 1-{2-fluoro-4-[4-({[2-fluoro-5-(trifluoromethoxy)phenyl]methyl}carbamoyl)-1H-1,2,3-triazol-1-yl]butyl}-N-[(6-methylpyridin-3-yl)methyl]-1H-1,2,3-triazole-4-carboxamide